C(C)(C)(C)[Si](C1=CC=CC=C1)(C1=CC=CC=C1)OCC(C=C(Br)Br)C tert-butyl-((4,4-dibromo-2-methylbut-3-en-1-yl)oxy)diphenylsilane